6-fluoro-1-(oxan-2-yl)indazol-3-ylboronic acid FC1=CC=C2C(=NN(C2=C1)C1OCCCC1)B(O)O